bis-(1-isocyanatoethyl)-naphthalene N(=C=O)C(C)C1=C(C2=CC=CC=C2C=C1)C(C)N=C=O